tert-Butyl 3-(5-(methylcarbamoyl)-7-(thiazol-2-yl)benzo[d]oxazol-2-yl)-3,8-diazabicyclo[3.2.1]octane-8-carboxylate CNC(=O)C=1C=C(C2=C(N=C(O2)N2CC3CCC(C2)N3C(=O)OC(C)(C)C)C1)C=1SC=CN1